FC(COCC1=C(N)C=C(C=C1)C)(C)F 2-((2,2-Difluoropropoxy)methyl)-5-methylaniline